N[C@@H]1C2=CC(=CC=C2CC12CCN(CC2)C2=NC(=C(N=C2)SC2=C(C(=NC=C2)N)Cl)N)C(C)(C)O (S)-2-(1-amino-1'-(6-amino-5-((2-amino-3-chloropyridin-4-yl)thio)pyrazin-2-yl)-1,3-dihydrospiro[indene-2,4'-piperidin]-6-yl)propan-2-ol